FC=1C=CC2=C(CCO2)C1CNC1=C(N=C2N1C=NC=C2C=2C(N(C=CC2)C)=O)C#N (((5-fluoro-2,3-dihydrobenzofuran-4-yl)methyl)amino)-8-(1-methyl-2-oxo-1,2-dihydropyridin-3-yl)imidazo[1,2-c]pyrimidine-2-carbonitrile